5-(3-(((S)-1-(1H-tetrazol-1-yl)propan-2-yl)oxy)-4-chlorophenyl)-N-(1-((1r,4r)-4-morpholinocyclohexyl)-3-(3-(oxazol-2-yl)propoxy)-1H-pyrazol-4-yl)pyrimidin-2-amine N1(N=NN=C1)C[C@H](C)OC=1C=C(C=CC1Cl)C=1C=NC(=NC1)NC=1C(=NN(C1)C1CCC(CC1)N1CCOCC1)OCCCC=1OC=CN1